FC(C1=CC=C(CCOC=2C=C3C(=CNC3=CC2)NC(OC2=CC=CC=C2)=O)C=C1)(F)F Phenyl (5-(4-(trifluoromethyl)phenethoxy)-1H-indol-3-yl)carbamate